3-(2-(4-fluorophenyl)-1H-indol-3-yl)-N-((3S,4R)-4-hydroxy-2-oxopyrrolidin-3-yl)propenamide FC1=CC=C(C=C1)C=1NC2=CC=CC=C2C1C=CC(=O)N[C@@H]1C(NC[C@H]1O)=O